NCNCC1=CC=CC=C1 Aminomethylbenzylamin